CN(C)CC1=C(C=CC(=N1)NC=1C=CC(=C2CNC(C12)=O)C1=CN=C2N1C=CC(=C2)F)C2CC(N(CC2)CC)=O 7-[[6-[(dimethylamino)methyl]-5-(1-ethyl-2-oxo-4-piperidyl)-2-pyridyl]amino]-4-(7-fluoroimidazo[1,2-a]pyridin-3-yl)isoindolin-1-one